3-Methylfuran-2,5-dion CC=1C(OC(C1)=O)=O